(1R,5S)-3-benzyl-3-azabicyclo[3.3.1]nonane-9-one C(C1=CC=CC=C1)N1C[C@H]2CCC[C@@H](C1)C2=O